1,1-bis(4-fluorophenyl)silane FC1=CC=C(C=C1)[SiH2]C1=CC=C(C=C1)F